N2,N2,N6,N6-tetrakis(2-methoxyethyl)-8-(4-methoxypiperidin-1-yl)-N4-(3-(oxazol-2-yl)benzyl)pyrimido[5,4-d]pyrimidine-2,4,6-triamine COCCN(C=1N=C(C2=C(N1)C(=NC(=N2)N(CCOC)CCOC)N2CCC(CC2)OC)NCC2=CC(=CC=C2)C=2OC=CN2)CCOC